CC(COC1=NC=CC=C1)(C)NC(C[C@H]1N(CCC1)C)=O (S)-N-(2-methyl-1-(pyridin-2-yloxy)propan-2-yl)-2-(1-methylpyrrolidin-2-yl)acetamide